5-(4-(methylsulfonyl)-6-(trifluoromethyl)pyrimidin-2-yl)thiazole CS(=O)(=O)C1=NC(=NC(=C1)C(F)(F)F)C1=CN=CS1